tert-butyl (7S)-3-[(tert-butyldimethylsilyl)oxy]-7-[2-(thiophen-2-yl)acetamido]-7-[(1R,2R,6S,8R)-6,9,9-trimethyl-3,5-dioxa-4-boratricyclo[6.1.1.02,6]decan-4-yl]heptanoate [Si](C)(C)(C(C)(C)C)OC(CC(=O)OC(C)(C)C)CCC[C@H](B1O[C@@H]2[C@H]3C([C@@H](C[C@@]2(O1)C)C3)(C)C)NC(CC=3SC=CC3)=O